OC=1C=C2CC[C@@H]([C@@H](C2=CC1)C1=CC=C(C=C1)N1CCC(CC1)CN1CCN(CC1)C=1C=C2CN(C(C2=CC1)=O)[C@@H]1C(NC(CC1)=O)=O)C1=C(C(=C(C(=C1[2H])[2H])[2H])[2H])[2H] (3S)-3-[5-[4-[[1-[4-[(1R,2S)-6-hydroxy-2-(2,3,4,5,6-pentadeuteriophenyl)tetralin-1-yl]phenyl]-4-piperidyl]methyl]piperazin-1-yl]-1-oxo-isoindolin-2-yl]piperidine-2,6-dione